C1(=CC=CC=C1)N(C1=CC=C(C=C1)C1=CC=C(C=C1)N(C1=CC=C(C=C1)C=1C=CC=2N(C3=CC=CC=C3C2C1)C1=CC=CC=C1)C1=CC=CC=C1)C1=CC=C(C=C1)C=1C=CC=2N(C3=CC=CC=C3C2C1)C1=CC=CC=C1 N4,N4'-diphenyl-N4,N4'-bis(4-(9-phenyl-9H-carbazol-3-yl)phenyl)-[1,1'-biphenyl]-4,4'-diamine